CC1(OB(OC1(C)C)C1=CC(=C(C=C1)OC1=CC=C(C=C1)OC(F)(F)F)OC(F)(F)F)C 4,4,5,5-tetramethyl-2-(3-(trifluoromethoxy)-4-(4-(trifluoromethoxy)phenoxy)phenyl)-1,3,2-dioxaborolane